3-aminobutyl(trimethoxysilane) NC(CC[Si](OC)(OC)OC)C